[6-(azepane-1-carbonyl)-1-methyl-1H-pyrazolo[4,3-c]pyridin-3-yl]-imidazo[1,2-a]pyridine-6-carbonitrile N1(CCCCCC1)C(=O)C1=CC2=C(C=N1)C(=NN2C)C=2N=C1N(C=C(C=C1)C#N)C2